O[C@H]1C(O[C@@H]([C@H]1O)CO)N1C(NC(C=C1)=O)=O 1-[(3R,4S,5R)-3,4-dihydroxy-5-(hydroxymethyl)oxolan-2-yl]pyrimidine-2,4-dione